tert-butyl 4-(3-{4-amino-2-butyl-1-[(2,2,5-trimethyl-1,3-dioxan-5-yl)methyl]-1H-imidazo[4,5-c]quinolin-7-yl}prop-2-yn-1-yl)piperazine-1-carboxylate NC1=NC=2C=C(C=CC2C2=C1N=C(N2CC2(COC(OC2)(C)C)C)CCCC)C#CCN2CCN(CC2)C(=O)OC(C)(C)C